C(C)(C)(C)C1=NN=C(O1)C(=O)N[C@H]1C2=C(CN(CC1)[C@H]1COCC1)C=C(C=C2)C2=NC(=NC=C2)NC=2C=NN(C2)C 5-(tert-butyl)-N-((R)-8-(2-((1-methyl-1H-pyrazol-4-yl)amino)pyrimidin-4-yl)-2-((R)-tetrahydrofuran-3-yl)-2,3,4,5-tetrahydro-1H-benzo[c]azepin-5-yl)-1,3,4-oxadiazole-2-carboxamide